(2-chloro-3-fluorophenyl)(1-fluorocyclopropyl)methanamine ClC1=C(C=CC=C1F)C(N)C1(CC1)F